4-((4-(((2,2-difluoroethyl)amino)methyl)phenyl)ethynyl)benzamide FC(CNCC1=CC=C(C=C1)C#CC1=CC=C(C(=O)N)C=C1)F